tert-butyl 3-[6-chloro-5-fluoro-4-(1-methoxycyclopropyl)-3-methyl-2,7-naphthyridin-1-yl]-3,8-diazabicyclo[3.2.1]octane-8-carboxylate ClC=1C(=C2C(=C(N=C(C2=CN1)N1CC2CCC(C1)N2C(=O)OC(C)(C)C)C)C2(CC2)OC)F